1,4,5-trifluoro-2-nitro-benzene FC1=C(C=C(C(=C1)F)F)[N+](=O)[O-]